1-(3-fluorophenyl)-1H-indole-5-carboxylic acid FC=1C=C(C=CC1)N1C=CC2=CC(=CC=C12)C(=O)O